(E)-2-phenylethylene C1(=CC=CC=C1)C=C